C(C)C(C=O)C1=C(C(=CC=C1F)C(=C)C)F ethyl-2-(2,6-difluoro-3-(prop-1-en-2-yl)phenyl)acetaldehyde